(2S)-2-({5-[(1S)-1-[(5-chloro-2-methylpyridin-3-yl)amino]ethyl]thiophen-2-yl}formamido)-N-{3-cyanobicyclo[1.1.1]pentan-1-yl}-3-cyclopentylpropanamide ClC=1C=C(C(=NC1)C)N[C@@H](C)C1=CC=C(S1)C(=O)N[C@H](C(=O)NC12CC(C1)(C2)C#N)CC2CCCC2